(9H-Fluoren-9-yl)methyl (S)-(1-amino-6-((2-nitrophenyl)sulfonamido)-1-oxohexan-2-yl)carbamate NC([C@H](CCCCNS(=O)(=O)C1=C(C=CC=C1)[N+](=O)[O-])NC(OCC1C2=CC=CC=C2C=2C=CC=CC12)=O)=O